(2S)-N-(5-chloropyridin-2-yl)-2-(3-(6-methoxypyridin-3-yl)-5-methylpiperidin-1-yl)propionamide ClC=1C=CC(=NC1)NC([C@H](C)N1CC(CC(C1)C)C=1C=NC(=CC1)OC)=O